NC1=C(C=CC(=C1)[N+](=O)[O-])NC(CO)(CO)CO 1-amino-2-[tris(hydroxymethyl)methyl]amino-5-nitrobenzene